N=S(=O)(C)CCC1CCN(CC1)C1=NC=NC2=C(C=CC=C12)OC imino({2-[1-(8-methoxyquinazolin-4-yl)piperidin-4-yl]ethyl})methyl-λ6-sulfanone